O=C1NC(CCC1N1C(C2=CC=CC(=C2C1=O)NC(CC)=O)=O)=O N-(2-(2,6-dioxopiperidin-3-yl)-1,3-dioxoisoindolin-4-yl)propanamide